N1C=C(C2=CC=CC=C12)CCN(C)C 2-(1H-indol-3-yl)-N,N-dimethylethanamine